ClC1=CC(=C(C=C1)C1(OC(C2=C(O1)C=CC=C2)/C=C/CNC)C)F (E)-3-(2-(4-chloro-2-fluorophenyl)-2-methylbenzo[d][1,3]dioxan-4-yl)-N-methylpropan-2-en-1-amine